3-methoxy-N-(2-methyltetrahydro-2H-pyran-4-yl)benzamide COC=1C=C(C(=O)NC2CC(OCC2)C)C=CC1